1-(1-ethoxyethoxy)propane tert-butyl-4,4-difluoro-3-(3-hydroxypropyl)piperidine-1-carboxylate C(C)(C)(C)OC(=O)N1CC(C(CC1)(F)F)CCCO.C(C)OC(C)OCCC